(S)-2-(3,5-dichloro-4-(8-chloro-5-(2-hydroxy-3-(methylamino)-3-oxopropoxy)-2-methyl-4-oxo-1,6-naphthyridin-1(4H)-yl)phenoxy)ethyl dihydrogen phosphate monosodium salt [Na].P(=O)(OCCOC1=CC(=C(C(=C1)Cl)N1C(=CC(C2=C(N=CC(=C12)Cl)OC[C@@H](C(=O)NC)O)=O)C)Cl)(O)O